4-(2,3-epoxypropoxy)-N,N-bis(2,3-epoxypropyl)aniline C(C1CO1)OC1=CC=C(N(CC2CO2)CC2CO2)C=C1